2-methyl-4-bromoaniline CC1=C(N)C=CC(=C1)Br